C1=CC=CC=2C3=CC=CC=C3N(C12)C1=CC(=C(C#N)C=C1)NC=1C=C(C=CC1)C1=CC(=CC(=C1)C(C)(C)C)C(C)(C)C 4-(9H-carbazol-9-yl)-2-((3',5'-di-tert-butyl-[1,1'-biphenyl]-3-yl)amino)benzonitrile